CC1=CC=NN1C=1C=C(C=CC1)C(C)=O 1-(3-(5-methyl-1H-pyrazol-1-yl)phenyl)ethan-1-one